C(C)(C)(C)N(C(O)=O)[C@H]1CN(CCC1)C=1C=NC(=CC1)N.FC(=C)F 1,1-Difluoroethen tert-butyl-(R)-(1-(6-aminopyridin-3-yl)piperidin-3-yl)carbamate